CN1CCN(CC1)C1=CC=C(C=C1)SCCC(=O)[O-] 3-((4-(4-methylpiperazin-1-yl)phenyl)thio)propanoate